NC1=NC=C(C(=N1)OC)C#CC1=C(C(=O)N[C@H]2CC3(CC3)C[C@@H]2O)C=CC(=C1)OC(F)F [2-(2-amino-4-methoxypyrimidin-5-yl)ethynyl]-4-(difluoromethoxy)-N-[(5S,6S)-6-hydroxyspiro[2.4]heptan-5-yl]benzamide